benzyl 4-[[(2S,5S)-5-(hydroxymethyl)tetrahydropyran-2-yl]methyl]piperazine-1-carboxylate OC[C@@H]1CC[C@H](OC1)CN1CCN(CC1)C(=O)OCC1=CC=CC=C1